N-{[2-fluoro-6-(2,2,2-trifluoroethoxy)phenyl]methyl}-2-(deutero)methoxy-6-methylpyridine-3-carboxamide FC1=C(C(=CC=C1)OCC(F)(F)F)CNC(=O)C=1C(=NC(=CC1)C)OC[2H]